4-(4-(4-(4-fluorophenyl)piperazin-1-yl)quinazolin-6-yl)pyridin-2-amine FC1=CC=C(C=C1)N1CCN(CC1)C1=NC=NC2=CC=C(C=C12)C1=CC(=NC=C1)N